N-cyclohexyl-N'-morpholinoethyl-carbodiimide C1(CCCCC1)N=C=NCCN1CCOCC1